2-chloro-N-(2-hydroxy-2-(1H-indol-3-yl)ethyl)acetamide ClCC(=O)NCC(C1=CNC2=CC=CC=C12)O